2-(4,4-difluorocyclohexyl)-4-(4-methyl-1H-pyrazol-1-yl)pyridin-3-amine FC1(CCC(CC1)C1=NC=CC(=C1N)N1N=CC(=C1)C)F